Methyl 2-((5-(2-(4-cyano-2-fluorophenyl)-2-methylbenzo[d][1,3]dioxol-4-yl)-2,5-diazabicyclo[4.1.0]heptan-2-yl)methyl)-1-(thiazol-5-ylmethyl)-1H-benzo[d]imidazole-6-carboxylate C(#N)C1=CC(=C(C=C1)C1(OC2=C(O1)C=CC=C2N2CCN(C1CC21)CC2=NC1=C(N2CC2=CN=CS2)C=C(C=C1)C(=O)OC)C)F